C1NCC2=CC=CC=C12 DIHYDRO-2H-ISOINDOLE